2-(4-(benzyloxy)-5-methyl-1H-indol-3-yl)-N-methyl-2-oxo-N-propylacetamide C(C1=CC=CC=C1)OC1=C2C(=CNC2=CC=C1C)C(C(=O)N(CCC)C)=O